2-(4-((2,3-Dihydrobenzo[b][1,4]dioxin-6-yl-2,2,3,3-d4)oxy)piperidin-1-yl)-3-methyl-6,7-dihydro-5H-pyrrolo[3,4-b]pyridin-5-one O1C2=C(OC(C1([2H])[2H])([2H])[2H])C=C(C=C2)OC2CCN(CC2)C2=C(C=C1C(=N2)CNC1=O)C